1-(adamantan-1-ylmethyl)-5-methyl-1H-pyrazole-4-carboxylate C12(CC3CC(CC(C1)C3)C2)CN2N=CC(=C2C)C(=O)[O-]